CC1(C(C(C1=O)(C)C)=O)C 2,2,4,4-Tetramethyl-1,3-cyclobutandione